BrC=1N=C(C=2N(C1)C=CN2)C 6-bromo-8-methyl-imidazo[1,2-a]pyrazine